C(CCCCCCCCC)OC1=CC=C(C=C1)C=CC(=O)C1=CC=C(C=C1)N=C(C1=C(C=C(C=C1)O)O)C 3-[4-(Decyloxy)phenyl]-1-[4-[(2,4-dihydroxy-alpha-methylbenzylidene)amino]phenyl]-2-propene-1-one